tert-butyl (4S)-5-amino-4-(5-(((1R,2S)-2-((3,3-dimethyl cyclohexyl)amino)cyclohexyl)methyl)-1-oxoisoindolin-2-yl)-5-oxopentanoate NC([C@H](CCC(=O)OC(C)(C)C)N1C(C2=CC=C(C=C2C1)C[C@@H]1[C@H](CCCC1)NC1CC(CCC1)(C)C)=O)=O